N1=CC=C(C=C1)N1N=C(C(=C1)C1=CN=C(N1)C(=O)N)C(F)(F)F 5-[1-(4-pyridinyl)-3-(trifluoromethyl)pyrazol-4-yl]imidazole-2-carboxamide